4,4'-diphenylphosphonooxy-benzhydrylamine C1(=CC=CC=C1)C1=CC=C(C(C2=CC=C(C=C2)C2=CC=CC=C2)NOP(=O)(O)O)C=C1